4-(5-(2-benzylpiperazin-1-yl)-2-(pyridin-4-yl)pyrazolo[1,5-a]pyrimidin-7-yl)morpholine C(C1=CC=CC=C1)C1N(CCNC1)C1=NC=2N(C(=C1)N1CCOCC1)N=C(C2)C2=CC=NC=C2